C[C@@H]1CC[C@@]2([C@H]([C@H]3[C@@H](O2)C[C@@H]4[C@@]3(CC[C@H]5[C@H]4CC=C6[C@@]5(CC[C@@H](C6)O)C)C)C)OC1 The molecule is a sapogenin that is spirostan which is substituted by a hydroxy group at the 3beta position, contains a double bond at the 5-6 position, and has R- configuration at position 25. A natural product found in Dioscorea (wild yam) species, it is used as the starting point for the commercial synthesis of a number of steroids, including cortisone, pregnenolone and progesterone. It has a role as an apoptosis inducer, an antiviral agent, an antineoplastic agent and a metabolite. It is a 3beta-sterol, a spiroketal, a hexacyclic triterpenoid and a sapogenin. It derives from a hydride of a spirostan.